N-(4-((4-Methylphenyl)sulfonamido)phenyl)-3-(4,4,5,5-tetramethyl-1,3,2-dioxaborolan-2-yl)benzamide CC1=CC=C(C=C1)S(=O)(=O)NC1=CC=C(C=C1)NC(C1=CC(=CC=C1)B1OC(C(O1)(C)C)(C)C)=O